1-cyclobutyl-ethanone C1(CCC1)C(C)=O